7-methoxy-2,3,4,5-tetrahydrobenzo[1,4]oxazepine COC=1C=CC2=C(CNCCO2)C1